C1(=CC=CC=C1)C1=NC(=NC(=N1)C1=CC=CC=C1)C1=C(C=C(C=C1C=1C=CC=2N(C3=CC=CC=C3C2C1)C1=CC=CC=C1)C1=NC(=NC(=N1)C1=CC=CC=C1)C1=CC=CC=C1)C=1C=CC=2N(C3=CC=CC=C3C2C1)C1=CC=CC=C1 3,3'-(2,5-bis(4,6-diphenyl-1,3,5-triazin-2-yl)-1,3-phenylene)bis(9-phenyl-9H-carbazole)